C(#N)C1=C(SC2=C1C(=NC=C2F)C=2C1=C(C=3C=NC(=NC3C2F)N2C[C@H]([C@H](C2)OC)NC(C)C)COC1)NC(OC(C)(C)C)=O tert-Butyl (3-cyano-7-fluoro-4-(5-fluoro-3-((3R,4S)-3-(isopropylamino)-4-methoxypyrrolidin-1-yl)-7,9-dihydrofuro[3,4-f]quinazolin-6-yl)thieno[3,2-c]pyridin-2-yl)carbamate